N-(5-(difluoromethoxy)-1H-pyrazol-3-yl)-6-(((1R,2R,3R,5S)-2-fluoro-8-methyl-8-azabicyclo[3.2.1]octan-3-yl)oxy)pyrazin-2-amine FC(OC1=CC(=NN1)NC1=NC(=CN=C1)O[C@H]1[C@@H]([C@H]2CC[C@@H](C1)N2C)F)F